ClC=1C=CC(=C(C(=O)N)C1)S(N[C@H]([C@@H](C)C1=C(C(=CC=C1F)C)C)C=1OC(NN1)=O)(=O)=O 5-chloro-2-(N-((1R,2S)-2-(6-fluoro-2,3-dimethylphenyl)-1-(5-oxo-4,5-dihydro-1,3,4-oxadiazol-2-yl)propyl)sulfamoyl)benzamide